C(C)N(C)[Hf](N(CC)C)N(CC)C tris(ethyl(methyl)amino)hafnium